(4-(5-(3,5-dichlorophenyl)-5-(trifluoromethyl)-4,5-dihydroisoxazol-3-yl)benzoyl)-1H-indole-3-carbonitrile ClC=1C=C(C=C(C1)Cl)C1(CC(=NO1)C1=CC=C(C(=O)N2C=C(C3=CC=CC=C23)C#N)C=C1)C(F)(F)F